N-(3-(hydroxy)-6-oxo-6H-benzo[c]chromen-8-yl)-2-(piperidin-1-yl)acetamide OC1=CC=C2C3=C(C(OC2=C1)=O)C=C(C=C3)NC(CN3CCCCC3)=O